3-(2-propyloxy)propan-1-ol tert-butyl-2-bromo-6-(dibromomethyl)-4-fluorobenzoate C(C)(C)(C)C=1C(=C(C(=O)OCCCOC(C)C)C(=CC1F)C(Br)Br)Br